5-Amino-1-cyclopentyl-3-[4-fluoro-3-[[(2-methoxybenzoyl)amino]methyl]phenyl]pyrazole-4-carboxamide NC1=C(C(=NN1C1CCCC1)C1=CC(=C(C=C1)F)CNC(C1=C(C=CC=C1)OC)=O)C(=O)N